oxidovanadium(V) chloride [Cl-].O=[V+3].[Cl-].[Cl-]